tert-butyl 4-(3-(N-(4-(methoxycarbonyl)benzyl)-N-phenylsulfamoyl)propyl)piperazine-1-carboxylate COC(=O)C1=CC=C(CN(S(=O)(=O)CCCN2CCN(CC2)C(=O)OC(C)(C)C)C2=CC=CC=C2)C=C1